PYRIMIDINYL-4-AMINOPYRAZOLE N1=C(N=CC=C1)C1=NNC=C1N